1-(2-bromo-3-methoxymethyl-5-hydroxyphenyl)-3-(3-bromo-4-methoxyphenyl)-(2E)-2-propen-1-one BrC1=C(C=C(C=C1COC)O)C(\C=C\C1=CC(=C(C=C1)OC)Br)=O